FC1=C(C=C(C=C1)F)C1=CC(=NC=C1)[C@H]1[C@@H](OCC1)C(F)(F)F |r| 4-(2,5-difluorophenyl)-2-(rac-trans-2-(trifluoromethyl)tetrahydrofuran-3-yl)pyridine